[Fe+].O=C1C(O)=C([O-])[C@H](O1)[C@@H](O)CO mono-ascorbate iron